C(#N)N1[C@@H](CCC1)C(=O)N1CCC2=C(C=C(C=C12)C(=O)NC)C1=CC(=C(C=C1)Cl)Cl 1-(cyano-L-prolyl)-4-(3,4-dichlorophenyl)-N-methylindoline-6-carboxamide